C(C)(C)(C)[I+]C1=CC=CC=C1.FC(C(C(C(F)(F)F)(F)F)(F)F)(S(=O)(=O)[O-])F perfluorobutanesulfonic acid, tert-butylphenyl-iodonium salt